C(C)C=1C(C2=C(C=CC(=C2C(C1CC1=NC(=C(C=C1)C(F)(F)F)OC)=O)F)F)=O 2-ethyl-5,8-difluoro-3-((6-methoxy-5-(trifluoromethyl)pyridin-2-yl)methyl)naphthalene-1,4-dione